FCCN1CC(C1)[C@H](C)NC(=O)C1=CC2=CC=CC(=C2C=C1)C1=CC=C(C=C1)C(F)(F)F N-[(1S)-1-[1-(2-fluoroethyl)azetidin-3-yl]ethyl]-5-[4-(trifluoromethyl)phenyl]naphthalene-2-carboxamide